rac-5-ethyl-2-(trans-2-hydroxycyclopentyl)-6-(4-(1-methyl-1H-1,2,3-triazol-4-yl)benzyl)isoindolin-1-one C(C)C=1C=C2CN(C(C2=CC1CC1=CC=C(C=C1)C=1N=NN(C1)C)=O)[C@H]1[C@@H](CCC1)O |r|